COS(=O)(=O)[O-].C(CCCCCCCCCCC)(=O)NCCC[N+](C)(C)C (3-lauramidopropyl)trimethylammonium methyl-sulfate salt